7-bromo-1-methyl-2-(cyclopropylmethyl)-1,2,3,4-tetrahydroisoquinoline BrC1=CC=C2CCN(C(C2=C1)C)CC1CC1